C(C)(C)[C@@H]1C(C[C@@H](CC1)C)(COC(C(=O)O)CC=O)COC(C(=O)O)CC=O 4'-((((2r,5r)-2-isopropyl-5-methylcyclohexane-1,1-diyl)bis(methylene))bis(oxy))bis(4-oxobutanoic acid)